tert-butyl 4,4-difluoro-3-(5-formylpyridin-3-yl)piperidine-1-carboxylate FC1(C(CN(CC1)C(=O)OC(C)(C)C)C=1C=NC=C(C1)C=O)F